(2R,3R,4R,5R)-2-(hydroxymethyl)-5-morpholinotetrahydro-2H-pyran-3,4-diol OC[C@H]1OC[C@H]([C@H]([C@H]1O)O)N1CCOCC1